CC1(C=CC=C1)[Hf](N(C)CC)(N(CC)C)C1(C=CC=C1)C bis(methylcyclopentadienyl)bis(methyl-Ethylamino)hafnium